(R)-6-chloro-3-((1-(5-(4,4-difluoropiperidin-1-yl)-9-methyl-[1,2,4]triazolo[4,3-c]quinazolin-7-yl)ethyl)amino)picolinic acid ClC1=CC=C(C(=N1)C(=O)O)N[C@H](C)C1=CC(=CC=2C=3N(C(=NC12)N1CCC(CC1)(F)F)C=NN3)C